3-[5-(difluoromethyl)-1,3,4-thiadiazol-2-yl]-1-ethyl-N-[3-(fluoromethyl)oxetan-3-yl]-7-[(3R)-3-methyl-4-(2-methylpropanoyl)piperazin-1-yl]-2-oxo-1,3-benzodiazole-5-sulfonamide FC(C1=NN=C(S1)N1C(N(C2=C1C=C(C=C2N2C[C@H](N(CC2)C(C(C)C)=O)C)S(=O)(=O)NC2(COC2)CF)CC)=O)F